L-2,4-dinitrophenol [N+](=O)([O-])C1=C(C=CC(=C1)[N+](=O)[O-])O